C1(CC1)N1N=C(C=C1)S(=O)(=O)NC(NC=1C=C2CCCC2=CC1C1=CC(=NC=C1)OC)=O 1-cyclopropyl-N-((6-(2-methoxypyridin-4-yl)-2,3-dihydro-1H-inden-5-yl)carbamoyl)-1H-pyrazole-3-sulfonamide